C(CCC)(=O)NC1=C(C=C(C=C1C(=O)N)C1=CC=C(C=C1)Cl)C1=CC=C(C=C1)S(N)(=O)=O 4'-butyramido-4-chloro-4''-sulfamoyl-[1,1':3',1''-terphenyl]-5'-carboxamide